FC(OC1=CC=C(C=C1)C1=CC=C(C=C1)CSC1=C(N=NN1)C(=O)O)(F)F 5-(((4'-(trifluoromethoxy)-[1,1'-biphenyl]-4-yl)methyl)thio)-1H-1,2,3-triazole-4-carboxylic acid